NC1=NC(=NC=C1Cl)C1=C(C=C2C(N(C=NC2=C1)CCC[C@H](CC)NC=1C=NNC(C1C(F)(F)F)=O)=O)F (S)-7-(4-amino-5-chloropyrimidin-2-yl)-6-fluoro-3-(4-((6-oxo-5-(trifluoromethyl)-1,6-dihydropyridazin-4-yl)amino)hexyl)quinazolin-4(3H)-one